2-cyclopropyl-2-hydroxypropanamide C1(CC1)C(C(=O)N)(C)O